tert-butyl (1R,5S)-7-(3-(2-(methoxymethoxy)phenyl)-5-methyl-7-((2-(trimethylsilyl)ethoxy)methyl)-7H-pyrrolo[2,3-c]pyridazin-6-yl)-7-methyl-3-oxa-9-azabicyclo[3.3.1]nonane-9-carboxylate COCOC1=C(C=CC=C1)C1=CC2=C(N=N1)N(C(=C2C)C2(C[C@H]1COC[C@@H](C2)N1C(=O)OC(C)(C)C)C)COCC[Si](C)(C)C